CC1=C(C2=CC=C3C4=C(C(OC=C3C2=C1)=O)C=CC=C4)C dimethyl-6H-benz[c]indeno[5,4-e]oxepin-6-one